2-t-butoxycarbonylmethoxyphenyldiphenylsulfonium nonafluoro-n-butanesulfonate FC(C(C(C(S(=O)(=O)[O-])(F)F)(F)F)(F)F)(F)F.C(C)(C)(C)OC(=O)COC1=C(C=CC=C1)[S+](C1=CC=CC=C1)C1=CC=CC=C1